C1(=CC=CC=C1)C1=CC=NC(N1)=O 6-phenyl-1,2-dihydropyrimidin-2-one